ClC=1C=2C(N=C3N(C2C=CC1)C1=CC(=CC=C1C3(C)C)C3(CCNCC3)F)=O 4-chloro-10-(4-fluoropiperidin-4-yl)-7,7-dimethylindolo[1,2-a]quinazolin-5(7H)-one